C(C)(=O)O[C@@H]1C[C@@]2([C@@H](C[C@H]3[C@@H]4CC[C@H]([C@@H](CC[C@H](C(C)C)C)C)[C@]4(CC[C@@H]3[C@]2(CC1)C)C)NCCCNCCCCNCCCN)O 3β-acetoxy-5α-hydroxy-6β-{3-[4-(3-aminopropylamino)-butylamino]propylamino}campestane